2-[1-[(2,4-dichlorophenyl)methyl]-5-oxopyrrolidin-2-yl]-N-[(2-methylphenyl)methyl]acetamid ClC1=C(C=CC(=C1)Cl)CN1C(CCC1=O)CC(=O)NCC1=C(C=CC=C1)C